8-{[(2-methylpropan-2-yl)oxy]carbonyl}-2,8-diaza-1-oxaspiro[4.6]undec-2-ene-3-carboxylic acid CC(C)(C)OC(=O)N1CCC2(CC(=NO2)C(=O)O)CCC1